methyl (2R)-1-(5-((3-fluorophenyl)ethynyl)-2,3-dihydro-1H-inden-1-yl)-piperidine-2-carboxylate FC=1C=C(C=CC1)C#CC=1C=C2CCC(C2=CC1)N1[C@H](CCCC1)C(=O)OC